3,4,5,6-tetrahydro-1,3-oxazin-2-one O1C(NCCC1)=O